O[C@@H]1C[C@@H](OC1)C(=O)O CIS-4-HYDROXY-TETRAHYDRO-2-FUROIC ACID